C(C1=CC=CC=C1)[C@@H]1N(C(OC1)=O)C([C@@H](CC1=CC(=NC=C1)Br)[C@@H]1CN(CC1)C(=O)OC(C)(C)C)=O tert-butyl (3R)-3-[(1S)-2-[(4S)-4-benzyl-2-oxo-oxazolidin-3-yl]-1-[(2-bromo-4-pyridyl)methyl]-2-oxo-ethyl]pyrrolidine-1-carboxylate